C(#N)C=1C(=NC(=NC1)NC(C1=CN=C(C=C1)C1=C(C=C(C=C1)C1=NOC(=N1)C)C1CC1)=O)OCCN(C)C N-(5-cyano-4-(2-(dimethylamino)ethoxy)pyrimidin-2-yl)-6-(2-cyclopropyl-4-(5-methyl-1,2,4-oxadiazol-3-yl)phenyl)nicotinamide